NS(=O)(=O)[O-].NS(=O)(=O)[O-].[Cu+2] DISULFAMATE